NC=1NC(C=2N=CN(C2N1)[C@@H]1O[C@@H]([C@H]([C@@H]1F)O[Si](C)(C)C(C)(C)C)CO)=O 2-amino-9-[(2R,3S,4R,5R)-4-[(tert-butyldimethylsilyl)oxy]-3-fluoro-5-(hydroxymethyl)oxolan-2-yl]-1H-purin-6-one